6-fluoro-7-(4-iodo-1-methyl-1H-pyrazol-5-yl)-3-oxo-3,4-dihydrospiro[benzo[b][1,4]oxazine-2,1'-cyclopropane]-8-nitrile FC1=CC2=C(OC3(CC3)C(N2)=O)C(=C1C1=C(C=NN1C)I)C#N